BrC1=CC=C(C=C1)C(C1=NOC(=N1)CC(C(=O)OC(C)(C)C)=C)(F)F tert-butyl 2-((3-((4-bromophenyl)difluoromethyl)-1,2,4-oxadiazol-5-yl)methyl)acrylate